(S)-tert-butyl 2-(((9H-fluoren-9-yl)methoxy)carbonylamino)-4-(3-(3-(3,4-dimethoxyphenyl)propanoyl)phenylamino)-4-oxobutanoate C1=CC=CC=2C3=CC=CC=C3C(C12)COC(=O)N[C@H](C(=O)OC(C)(C)C)CC(=O)NC1=CC(=CC=C1)C(CCC1=CC(=C(C=C1)OC)OC)=O